(1S,4s)-4-(8-(2,6-dichlorophenylamino)-2-((1R,3R)-3-hydroxy-4,4-dimethylcyclohexylamino)-9H-purin-9-yl)cyclohexanecarboxamide ClC1=C(C(=CC=C1)Cl)NC=1N(C2=NC(=NC=C2N1)N[C@H]1C[C@H](C(CC1)(C)C)O)C1CCC(CC1)C(=O)N